4-((1H-pyrazol-4-yl)methyl)pyridine Dihydrochloride Cl.Cl.N1N=CC(=C1)CC1=CC=NC=C1